NCC1(CCCC1)N(C)C 1-(aminomethyl)-N,N-dimethylcyclopentan-1-amine